C(C(O)C1=CC=CC=C1)([2H])([2H])[2H] α-(methyl-d3)benzenemethanol